2-(4-fluoro-2-(2-hydroxy-1-((tetrahydro-2H-pyran-4-yl)oxy)ethyl)phenoxy)acetonitrile FC1=CC(=C(OCC#N)C=C1)C(CO)OC1CCOCC1